CC1(CNC1)CO (3-methyl-azetidin-3-yl)-methanol